[Na+].C[C@@H]1N(CCCC1)C1=NC(=CC(=N1)N1C[C@H]2C([C@H]2C1)CS(=O)[O-])C(F)(F)F ((1R,5S,6S)-3-(2-((S)-2-methylpiperidin-1-yl)-6-(trifluoromethyl)pyrimidin-4-yl)-3-azaBicyclo[3.1.0]Hexane-6-Yl)Methanesulfinic acid sodium salt